1-(4-bromo-2-nitrophenyl)-1H-pyrrole-2-carboxylic acid methyl ester COC(=O)C=1N(C=CC1)C1=C(C=C(C=C1)Br)[N+](=O)[O-]